FC1=CC=C(C=C1)[C@H](CO)CCCO (R)-2-p-fluorophenyl-1,5-pentanediol